NC[C@@H]1CN(CC1)C(=O)OC(C)(C)C (R)-tert-butyl 3-(aminomethyl)pyrrolidine-1-carboxylate